N-[[6-(3-Acetamidophenoxy)-2-pyridyl]sulfonyl]-2-(2,2,4-trimethylpyrrolidin-1-yl)pyridin-3-carboxamid C(C)(=O)NC=1C=C(OC2=CC=CC(=N2)S(=O)(=O)NC(=O)C=2C(=NC=CC2)N2C(CC(C2)C)(C)C)C=CC1